8-cyclopropoxy-6-methoxy-7-(5-methyl-1H-indazol-4-yl)-2-(((((S)-1-methylpyrrolidin-2-yl)) methoxy) quinazolin-4-yl)-3-methylpiperazine-1-carboxylate C1(CC1)OC=1C(=CC=C2C(=NC(=NC12)OC[C@H]1N(CCC1)C)C1N(C(CNC1C)OC)C(=O)[O-])C1=C2C=NNC2=CC=C1C